CN1CCN(CC1)C1=CC=C(C=C1)C=1C=C2C(=NC1)NN=C2C=2C=NC=CC2 5-(4-(4-Methylpiperazin-1-yl)phenyl)-3-(pyridin-3-yl)-1H-pyrazolo[3,4-b]pyridine